ClC=1C=C(C=CC1)[C@H](C)OC=1C=C(C=CC1NS(=O)(=O)CC(F)(F)F)C1=NNC(=C1C(=O)N)NC1=NC=CN=C1 3-{3-[(1S)-1-(3-chlorophenyl)ethoxy]-4-(2,2,2-trifluoroethane-sulfonamido)phenyl}-5-[(pyrazin-2-yl)amino]-1H-pyrazole-4-carboxamide